3,5,3',4'-tetrahydroxy-7,2'-dimethoxy-flavanone OC1C(OC2=CC(=CC(=C2C1=O)O)OC)C1=C(C(=C(C=C1)O)O)OC